3-bromo-1-(3-chloropyridin-2-yl)-N-(1-(phenylcarbamoyl)cyclohexyl)-1H-pyrazole-5-carboxamide BrC1=NN(C(=C1)C(=O)NC1(CCCCC1)C(NC1=CC=CC=C1)=O)C1=NC=CC=C1Cl